5-[({1-[2-fluoro-4-(trifluoromethoxy)phenyl]cyclopropyl}carbonyl)amino]benzoic acid FC1=C(C=CC(=C1)OC(F)(F)F)C1(CC1)C(=O)NC=1C=CC=C(C(=O)O)C1